NC1=C(C(=O)NCC(F)(F)F)C=C(C=N1)C1=C(C=C(C=C1)NC([C@@H](O)C1=CC(=CC(=C1)F)F)=O)CC (S)-2-amino-5-(4-(2-(3,5-difluorophenyl)-2-hydroxyacetamido)-2-ethylphenyl)-N-(2,2,2-trifluoroethyl)nicotinamide